N=1C=NN2C1C=C(C=C2)OC2=C(C(=C(C=C2)NC=2C1=C(N=CN2)C=CC(=N1)OC1CCN(CC1)C(=O)OC(C)(C)C)F)Cl tert-butyl 4-((4-((4-([1,2,4]triazolo[1,5-a]pyridin-7-yloxy)-3-chloro-2-fluorophenyl)amino)pyrido[3,2-d]pyrimidin-6-yl)oxy)piperidine-1-carboxylate